CC1C(C1C)C(=O)OCC ethyl 2,3-cis-dimethylcyclopropane-1-carboxylate